FC=1C=C2NC(C=3N(C2=C(C1C1=C2C=CN(C2=CC=C1)CCOC)OC)C(=NN3)C)(C)C 7-Fluoro-9-methoxy-8-[1-(2-methoxyethyl)-1H-indol-4-yl]-1,4,4-trimethyl-5H-[1,2,4]triazolo[4,3-a]quinoxaline